ethyl acetate n-butoxide [O-]CCCC.C(C)(=O)OCC